sodium (dimethoxymethyl)methylphosphinate COC(OC)P([O-])(=O)C.[Na+]